1-benzyl-6-ethynyl-3-phenyl-1H-pyrazolo[3,4-d]pyrimidine C(C1=CC=CC=C1)N1N=C(C=2C1=NC(=NC2)C#C)C2=CC=CC=C2